2-methoxy-5-((1-(methoxycarbonyl)cyclopropyloxy)methyl)benzoic acid tert-butyl ester C(C)(C)(C)OC(C1=C(C=CC(=C1)COC1(CC1)C(=O)OC)OC)=O